3-{[1-(4-chloro-3-fluorophenyl)-1H-1,2,4-triazol-5-yl]methyl}-1-ethyl-1-({1-[(oxan-4-yl)methyl]-1H-1,2,4-triazol-5-yl}methyl)urea ClC1=C(C=C(C=C1)N1N=CN=C1CNC(N(CC1=NC=NN1CC1CCOCC1)CC)=O)F